6-fluoro-2-((1-(pyrrolidin-1-ylmethyl)cyclopropyl)methoxy)pyridin FC1=CC=CC(=N1)OCC1(CC1)CN1CCCC1